2,2-bis[4-{(3-ethyloxetan-3-yl)methoxy}phenyl]propane C(C)C1(COC1)COC1=CC=C(C=C1)C(C)(C)C1=CC=C(C=C1)OCC1(COC1)CC